FC=1C(=CC=2C3=C(N=C(C2C1)NC)COC[C@@H]3N(C(=O)NC3=CC(=C(C=C3)F)C(F)F)C)F |r| racemic-1-(8,9-difluoro-6-(methylamino)-1,4-dihydro-2H-pyrano[3,4-c]isoquinolin-1-yl)-3-(3-(difluoromethyl)-4-fluorophenyl)-1-methylurea